N1=C(C=CC2=CC=C3C=CC=NC3=C12)C1=NC2=C3N=CC=CC3=CC=C2C=C1 phenanthrolinyl-(phenanthroline)